CCCCCCCCCCCCCCCCCC/C=C\OC[C@H](COP(=O)(O)OC[C@H](CO)O)OC(=O)CCCCCC/C=C\C/C=C\C/C=C\CCCCC 1-(1Z-eicosenyl)-2-(8Z,11Z,14Z-eicosatrienoyl)-glycero-3-phospho-(1'-sn-glycerol)